BrC=1C=C2C(=NN(C2=C(C1)C(F)(F)F)C1CC(C1)(O)C)I (cis)-3-[5-bromo-3-iodo-7-(trifluoromethyl)-1H-indazol-1-yl]-1-methylcyclobutan-1-ol